3-(3-bromo-5-fluorophenyl)-9-phenyl-9H-carbazole BrC=1C=C(C=C(C1)F)C=1C=CC=2N(C3=CC=CC=C3C2C1)C1=CC=CC=C1